(Z)-7-hexadecenoic acid C(CCCCC\C=C/CCCCCCCC)(=O)O